(S)-5-((1,2-bis(t-butyloxycarbonyl)-1H-indol-5-yl)amino)-4-((t-butyloxycarbonyl)amino)-5-oxopentanoic acid C(C)(C)(C)OC(=O)N1C(=CC2=CC(=CC=C12)NC([C@H](CCC(=O)O)NC(=O)OC(C)(C)C)=O)C(=O)OC(C)(C)C